3-(4-ethyl-2-methyl-phenyl)sulfonyl-8-methoxy-4H-triazolo[1,5-a]quinazolin-5-one C(C)C1=CC(=C(C=C1)S(=O)(=O)C=1N=NN2C1NC(C1=CC=C(C=C21)OC)=O)C